OC(CC1=CN=C2N1C=CC(=C2)OCCCCCC)(P(O)(O)=O)P(O)(O)=O (1-hydroxy-2-(7-n-hexyloxyimidazo[1,2-a]pyridin-3-yl)ethane-1,1-diyl)bisphosphonic acid